2-[2-amino-5-(2,6-dimethylphenyl)-4-methoxy-phenyl]-N-[3-(1,1-difluoropropyl)phenyl]-5-methyl-3-oxido-1H-imidazol-3-ium-4-carboxamide NC1=C(C=C(C(=C1)OC)C1=C(C=CC=C1C)C)C=1NC(=C([N+]1[O-])C(=O)NC1=CC(=CC=C1)C(CC)(F)F)C